5-chloro-4-(2,4-dimethyl-1,4-diazepan-1-yl)-2-(2-fluoro-4-pyridinyl)-1H-pyrimidin-6-one ClC1=C(N=C(NC1=O)C1=CC(=NC=C1)F)N1C(CN(CCC1)C)C